1-[(5-benzylsulfanyl-2-thienyl)sulfonyl]azetidine C(C1=CC=CC=C1)SC1=CC=C(S1)S(=O)(=O)N1CCC1